6-[4-methoxy-3-(propargyloxy)phenyl]-3-(propargyl)-1-(3,4,5-trimethoxyphenyl)-1,3-dihydro-2H-imidazo[4,5-c]pyridin-2-one COC1=C(C=C(C=C1)C1=CC2=C(C=N1)N(C(N2C2=CC(=C(C(=C2)OC)OC)OC)=O)CC#C)OCC#C